C1=CN=CC=C1C(=O)O The molecule is a pyridinemonocarboxylic acid in which the carboxy group is at position 4 of the pyridine ring. It has a role as a human metabolite and an algal metabolite. It is a conjugate acid of an isonicotinate.